Cl.N[C@@H]1CN(CC1)C1=C2C(=NC3=CC=C(C=C13)C1=CC(=NC=C1)NC1=CC=C(C=C1)S(=O)(=O)N1CCNCC1)CCCCC2 (S)-4-(11-(3-aminopyrrolidin-1-yl)-7,8,9,10-tetrahydro-6H-cyclohepta[b]quinolin-2-yl)-N-(4-(piperazine-1-ylsulfonyl)phenyl)pyridin-2-amine hydrochloride